C(C)(C)(C)OC(=O)N1CCC(CC1)OC=1C=C2C(=NC=NC2=CC1OC)NC=1C=C(C=CC1OC)C=1C=C(SC1)C(=O)O 4-(3-((6-((1-(tert-butoxycarbonyl)piperidin-4-yl)oxy)-7-methoxyquinazolin-4-yl)amino)-4-methoxyphenyl)thiophen-2-carboxylic acid